CC1(C2=CC=CC=C2NC=2C=CC(=CC12)C(=O)N1CCNCC1)C (9,9-dimethyl-9,10-dihydroacridin-2-yl)(piperazin-1-yl)methanone